5-(propan-2-yl)-1,3-benzoxazol CC(C)C=1C=CC2=C(N=CO2)C1